4-((3-(1-(5,8-dioxaspiro[3.4]octan-1-yl)-1H-pyrazol-4-yl)-2-methoxyphenyl)amino)-6-(1-fluorocyclopropane-1-carboxamido)nicotinamide C1(CCC12OCCO2)N2N=CC(=C2)C=2C(=C(C=CC2)NC2=CC(=NC=C2C(=O)N)NC(=O)C2(CC2)F)OC